1-(5-chloropyrimidin-2-yl)-3-(3-(difluoromethoxy)phenyl)-N-((S)-3-methyl-1,1-dioxidotetrahydrothiophen-3-yl)-4,5,6,7-tetrahydro-1H-indazole-6-carboxamide ClC=1C=NC(=NC1)N1N=C(C=2CCC(CC12)C(=O)N[C@@]1(CS(CC1)(=O)=O)C)C1=CC(=CC=C1)OC(F)F